8-methoxy-5-methyl-1,2,3,4-tetrahydroquinoline COC=1C=CC(=C2CCCNC12)C